CCCC/C=C\CCCCCCCC(=O)OC[C@H](COP(=O)(O)OC[C@@H](C(=O)O)N)OC(=O)CCCCCCC/C=C\C/C=C\CCCC 1-(9Z-tetradecenoyl)-2-(9Z,12Z-heptadecadienoyl)-glycero-3-phosphoserine